C(C1=CC=CC=C1)OC(=O)N1CC(N(CC1)C(=O)OC(C)(C)C)C1=C2C=CN(C2=C(C=C1)C(=O)OC)C(=O)OC(C)(C)C 1-(tert-butyl) 7-methyl 4-(4-((benzyloxy)carbonyl)-1-(tert-butoxycarbonyl)piperazin-2-yl)-1H-indole-1,7-dicarboxylate